N1=CC=C(C=C1)C1C(C(C1C1=CC=NC=C1)C1=CC=NC=C1)C1=CC=NC=C1 1,2,3,4-tetra(4-pyridyl)cyclobutane